4,4-dimethyl-1-vinylcyclohexan-1-ol CC1(CCC(CC1)(O)C=C)C